tert-butyl 5-[7-(2-methoxy-4,6-dimethyl-phenyl)-1,8-naphthyridin-2-yl]-3,6-dihydro-2H-pyridine-1-carboxylate COC1=C(C(=CC(=C1)C)C)C1=CC=C2C=CC(=NC2=N1)C1=CCCN(C1)C(=O)OC(C)(C)C